tert-Butyl 3-[6-([[(2R,3S)-3-[(tert-butoxycarbonyl) amino]-5-carbamoylpentan-2-yl]oxy]methyl) naphthalen-2-yl]propanoate C(C)(C)(C)OC(=O)N[C@H]([C@@H](C)OCC=1C=C2C=CC(=CC2=CC1)CCC(=O)OC(C)(C)C)CCC(N)=O